CN1N=CC(=N1)N 2-methyl-2H-1,2,3-triazol-4-amine